bis(3,4-dicarboxyphenoxy)methane C(=O)(O)C=1C=C(OCOC2=CC(=C(C=C2)C(=O)O)C(=O)O)C=CC1C(=O)O